4-(methoxymethyl)-N,N-dimethyl-3-nitroaniline COCC1=C(C=C(N(C)C)C=C1)[N+](=O)[O-]